C(C)(C)(C)C=1C=C(N(N1)C=1C=CC(=NC1)Cl)NC(=O)NC1=CC=C(C2=CC=CC=C12)OCCN1CCOCC1 1-[5-tert-butyl-2-(2-chloropyridin-5-yl)-2H-pyrazol-3-yl]-3-[4-(2-morpholin-4-yl-ethoxy)naphthalen-1-yl]-urea